C(C)OC(C(=O)C=1C(=C(N2[C@H]3[C@@H](CC12)C3)C(=O)OC)C)=O methyl (1aR,6aR)-5-(2-ethoxy-2-oxoacetyl)-4-methyl-1,1a,6,6a-tetrahydrocyclopropa[b]pyrrolizine-3-carboxylate